COC=1C=C(C=CC1OC)C1=C(N(C2=CN=C(C=C21)C2=CC=C(C=C2)N2CCN(CC2)C(C)C)C)C 3-(3,4-dimethoxyphenyl)-5-(4-(4-isopropylpiperazin-1-yl)phenyl)-1,2-dimethyl-1H-pyrrolo[2,3-c]pyridine